8-Bromo-6-fluoro-5-(fluoromethoxy)-4-iodoisoquinoline BrC=1C=C(C(=C2C(=CN=CC12)I)OCF)F